Methyl 1-[(2-chlorophenyl)methyl]-5-(1-methyl-1H-pyrazol-4-yl)-1H-pyrazole-3-carboxylate ClC1=C(C=CC=C1)CN1N=C(C=C1C=1C=NN(C1)C)C(=O)OC